NC=1C=C(C=CC1F)C(CCC1CC1)N1C(CCCC1)=O (+)-1-(1-(3-amino-4-fluorophenyl)-3-cyclopropylpropyl)piperidin-2-one